16,16-diheptyloxy-5,9-hexadecadiene C(CCCCCC)OC(CCCCCC=CCCC=CCCCC)OCCCCCCC